OC=1C=C2C(N(C=NC2=CC1)C)=O 6-hydroxy-3-methylquinazolin-4-one